C(#N)C1=CC=CC=2SC(=CC21)C(=O)NC(=N)N 4-cyano(benzo[b]thiophene-2-carbonyl)guanidine